(2S)-7-methyl-6-(pyrimidin-2-yl)-3,4-dihydro-1H-spiro[1,8-naphthyridine-2,3'-pyrrolidin] CC1=C(C=C2CC[C@]3(CNCC3)NC2=N1)C1=NC=CC=N1